3-(1-methyl-1H-indazol-6-yl)-6-(2-(4-methyl-piperazin-1-yl)pyridin-4-yl)-1,4-dihydrothieno[2',3':4,5]cyclopenta[1,2-c]pyrazole CN1N=CC2=CC=C(C=C12)C=1C2=C(NN1)C1=C(C2)SC(=C1)C1=CC(=NC=C1)N1CCN(CC1)C